C(C)(=O)NC1=NC(=C2NC=NC2=N1)O 2-Acetamido-6-hydroxypurin